ClC1=[N+](C=C(C=C1)C(F)(F)F)[O-] 2-chloro-1-oxido-5-(trifluoromethyl)pyridin-1-ium